OC1=C(C=CC=C1)CP(C1=CC(=CC(=C1)C)C)(C1=CC(=CC(=C1)C)C)=O (2-hydroxyphenyl)methyl-bis(3,5-dimethylphenyl)phosphine oxide